(E)-1-acetyl-2-((6-((E)-3-morpholino-3-oxoprop-1-en-1-yl)benzo[d]thiazol-2-yl)methylene)indolin-3-one C(C)(=O)N1/C(/C(C2=CC=CC=C12)=O)=C/C=1SC2=C(N1)C=CC(=C2)\C=C\C(=O)N2CCOCC2